4-[2-(2-ethylsulfanylethylsulfanyl)ethyl]-morpholine C(C)SCCSCCN1CCOCC1